OB1N(N=CC2=C1C=CC=C2)C(=O)C=2SC=C(N2)C (1-hydroxybenzo[d][1,2,3]diazaborinin-2(1H)-yl)(4-methylthiazol-2-yl)methanone